N1N=NN=C1C=1N=C(NC1)SCC(=O)NC1=CC(=C(C=C1)OC)OC 2-((4-(1H-tetrazol-5-yl)-1H-imidazol-2-yl)thio)-N-(3,4-dimethoxyphenyl)acetamide